tert-butyl 1-(3-(1H-pyrazol-1-yl)-5-(trifluoromethyl) benzyl)-1,8-diazaspiro[4.5]decane-8-carboxylate N1(N=CC=C1)C=1C=C(CN2CCCC23CCN(CC3)C(=O)OC(C)(C)C)C=C(C1)C(F)(F)F